NC1=CC=C(C=C1)S(=O)(=O)N([C@H](CC(C)C)C(=O)OC)CC=1C=NC=CC1 methyl N-((4-aminophenyl)-sulfonyl)-N-(pyridin-3-ylmethyl)-D-leucinate